ClC1=C(C=NC=C1)S(=O)(=O)NC1=NC(=C(C=C1)\C=C\C=1C=NC(=NC1)NC1CCC(CC1)N(C)C)C 4-chloro-N-(5-((E)-2-(2-(((1r,4r)-4-(dimethylamino)cyclohexyl)amino)pyrimidin-5-yl)vinyl)-6-methylpyridin-2-yl)pyridine-3-sulfonamide